C(C=C)(=O)N1CC(NCC1)C(=O)O 4-(2-propenoyl)-2-piperazinecarboxylic acid